COC(=O)C=1C(N(C=C(C1)F)C)=O 5-fluoro-1-methyl-2-oxo-1,2-dihydropyridine-3-carboxylic acid methyl ester